C1(=CC=CC=C1)CCC(SCCCCCCC(NC=1SC=C(N1)C1=NC=CC=C1)=O)=O S-(7-oxo-7-((4-(pyridin-2-yl)thiazol-2-yl)amino)heptyl) 3-phenylpropanethioate